Cl.C(C1=CC=CC=C1)OC(=O)C1(CCNCC1)NC(=O)OCC1=CC=CC=C1 4-(((benzyloxy)carbonyl)amino)piperidine-4-carboxylic acid benzyl ester hydrochloride